CC(C(=O)N[C@H]1C[C@H](N(CC1)C(=O)OC(C)(C)C)C)(COC1=NC=CC=C1C(F)(F)F)C tert-butyl (2R,4R)-4-(2,2-dimethyl-3-((3-(trifluoromethyl)pyridin-2-yl)oxy)propanamido)-2-methylpiperidine-1-carboxylate